benzyltriethyl-ammonium C(C1=CC=CC=C1)[N+](CC)(CC)CC